(R)-2-(4-(4-chloropyrazolo[1,5-a]pyridin-2-yl)-1,4,6,7-tetrahydro-5H-imidazo[4,5-c]pyridin-5-yl)-5-(2,6-difluorophenyl)-1,3,4-oxadiazole ClC=1C=2N(C=CC1)N=C(C2)[C@@H]2N(CCC1=C2N=CN1)C=1OC(=NN1)C1=C(C=CC=C1F)F